C(C)OC(C(=O)O)=O 2-ETHOXY-2-OXOACETIC ACID